CC1=NC=2N(C(=C1CC1=CC=C(C=C1)S(=O)(=O)N)N1N=CC=C1)N=CN2 4-((5-methyl-7-(1H-pyrazol-1-yl)-[1,2,4]triazolo[1,5-a]pyrimidin-6-yl)methyl)benzenesulfonamide